(S)-3-hydroxy-1-(2-(4-isopropyl-5-(8-methyl-[1,2,4]triazolo[1,5-a]pyridin-6-yl)-1H-pyrazol-3-yl)-6,7-dihydrothiazolo[5,4-c]pyridin-5(4H)-yl)butan-1-one O[C@H](CC(=O)N1CC2=C(CC1)N=C(S2)C2=NNC(=C2C(C)C)C=2C=C(C=1N(C2)N=CN1)C)C